2-Chloro-4-fluoro-5-hydroxybenzenesulfonyl-chlorine ClC1=C(C=C(C(=C1)F)O)S(=O)(=O)Cl